FC(C1=NN=C(S1)N1C(NC2=C1C=C(C(=C2)F)S(=O)(=O)NC2(COC2)CF)=O)F 3-[5-(difluoromethyl)-1,3,4-thiadiazol-2-yl]-6-fluoro-N-[3-(fluoromethyl)oxetan-3-yl]-2-oxo-1H-1,3-benzodiazole-5-sulfonamide